(S)-(4,5-dihydro-7H-thieno[2,3-c]pyran-7-yl)-N-methyl-methanamine (R)-mandelate salt C([C@H](O)C1=CC=CC=C1)(=O)O.S1C=CC2=C1[C@@H](OCC2)CNC